(S)-4-(difluoromethyl)-2,2-dimethyl-1,3-dioxolane FC([C@H]1OC(OC1)(C)C)F